(6R,9S)-3-amino-N-(3,4-dichlorophenyl)-6,7,8,9-tetrahydro-5H-6,9-epiminocyclohepta[c]-pyridine-10-carboxamide NC1=CC2=C(C=N1)[C@@H]1CC[C@H](C2)N1C(=O)NC1=CC(=C(C=C1)Cl)Cl